i-butyl-acrylamide C(C(C)C)C(C(=O)N)=C